2,2,6,6-tetramethylpiperidinyl sebacate C(CCCCCCCCC(=O)[O-])(=O)ON1C(CCCC1(C)C)(C)C